1-[3-chloro-2-[[1-(4-chlorophenyl)-1H-pyrazol-3-yl]oxymethyl]phenyl]-4-methyl-tetrazol-5-one ClC=1C(=C(C=CC1)N1N=NN(C1=O)C)COC1=NN(C=C1)C1=CC=C(C=C1)Cl